C12(CC3CC(CC(C1)C3)C2)P(C2=CC=NN2C=2C(=NN(C2C2=CC=CC=C2)C2=CC=CC=C2)C2=CC=CC=C2)C23CC1CC(CC(C2)C1)C3 5-[Di(1-adamantyl)phosphino]-1',3',5'-triphenyl-1'H-[1,4']bipyrazole